FC1=C(C=CC(=C1)N1N=C(C=C1)CO)NC1=NC=C2C=CC(=NC2=C1)N(CC(=O)OC)C1CCNCC1 methyl 2-[[7-([2-fluoro-4-[3-(hydroxymethyl)pyrazol-1-yl]phenyl]amino)-1,6-naphthyridin-2-yl](piperidin-4-yl)amino]acetate